C1(CC1)C(C(C(=O)NC1=CC=C(C=C1)C=1C(=NNC1C)C)C1=NN=C(N1)C=1C=NC=CC1C)C1CC1 3,3-dicyclopropyl-N-[4-(3,5-dimethyl-1H-pyrazol-4-yl)phenyl]-2-[5-(4-methyl-3-pyridyl)-4H-1,2,4-triazol-3-yl]propanamide